CC1=NOC(=C1NC(=O)O[C@H](C)C1=CC=CC=C1)C1=CC=C(C=N1)NC(=O)[C@@H]1[C@H](CCCC1)C(=O)O (1S,2S)-2-((6-(3-methyl-4-((((R)-1-phenylethoxy)carbonyl)amino)isoxazol-5-yl)pyridin-3-yl)carbamoyl)cyclohexane-1-carboxylic acid